FC1=CC=C(C=C1)NC1=C(C(=O)O)C=CC(=C1)C(F)(F)F 2-((4-fluorophenyl)amino)-4-(trifluoromethyl)benzoic acid